C(C=C)C1C(N(C(C1)=O)CC1=CC2=NC=CC(=C2S1)C=1C=C(C=C2C=CN(C12)CC1(CCNCC1)C#N)Cl)=O 4-((7-(2-((3-Allyl-2,5-dioxopyrrolidin-1-yl)methyl)thieno[3,2-b]pyridine-7-yl)-5-chloro-1H-indol-1-yl)methyl)piperidine-4-carbonitrile